N-(2-Amino-ethyl)-3-aminopropyl-triethoxysilan NCCNCCC[Si](OCC)(OCC)OCC